BrC=1C=CC(=C2C=NC=NC12)N1CCC(CC1)N(C(OC(C)(C)C)=O)C1CC1 tert-butyl N-[1-(8-bromoquinazolin-5-yl)-4-piperidyl]-N-cyclopropyl-carbamate